4-oxo-N-[[2-(1-piperidylmethyl)-1H-indol-6-yl]methyl]pyrido[1,2-a]pyrimidine-2-carboxamide O=C1C=C(N=C2N1C=CC=C2)C(=O)NCC2=CC=C1C=C(NC1=C2)CN2CCCCC2